CC1=C(C(=O)N[C@H](C)C2=CC=CC3=CC=CC=C23)C=C(C=C1)OC1COC1 (R)-2-methyl-N-(1-(naphthalen-1-yl)ethyl)-5-(oxetan-3-yloxy)benzamide